4-(5-methoxypyridin-2-yl)-N-(4-(1-methylpiperidin-4-yl)pyridin-2-yl)thiazol-2-amine COC=1C=CC(=NC1)C=1N=C(SC1)NC1=NC=CC(=C1)C1CCN(CC1)C